N-(8-fluoro-6-oxo-1,4,5,6-tetrahydro-2H-pyrano[3,4-c]isoquinolin-1-yl)-N-methylindoline-2-carboxamide FC=1C=CC=2C3=C(NC(C2C1)=O)COCC3N(C(=O)C3NC1=CC=CC=C1C3)C